NCC=1C=C(N)C=CC1 3-(aminomethyl)-aniline